FC(S(=O)(=O)NC1=CC(=C(C=C1)C1=NN(C(=C1C(=O)N)NC1=NC=CN=C1)COCC[Si](C)(C)C)O[C@H](C)C1=CC=C(C=C1)F)F 3-[4-(difluoromethanesulfonamido)-2-[(1R)-1-(4-fluorophenyl)ethoxy]phenyl]-5-[(pyrazin-2-yl)amino]-1-{[2-(trimethylsilyl)ethoxy]methyl}-1H-pyrazole-4-carboxamide